O1NC(CC=C1)=O Oxazine-3(4H)-one